(1aR,5aR)-2-(5-Chloro-4-methyl-pyridin-2-yl)-1a,2,5,5a-tetrahydro-1H-2,3-diaza-cyclopropa[a]pentalene-4-carboxylic acid (2,2,2-trifluoro-1,1-dimethyl-ethyl)-amide FC(C(C)(C)NC(=O)C=1C=2C[C@@H]3[C@H](C2N(N1)C1=NC=C(C(=C1)C)Cl)C3)(F)F